(S)-N-((R and S)-(4-chlorophenyl)(cuban-1-yl)methyl)-2-oxooxazolidine-5-carboxamide ClC1=CC=C(C=C1)[C@@H](NC(=O)[C@@H]1CNC(O1)=O)C12C3C4C5C3C1C5C24 |&1:7|